2,4,6-trimethylphenoxy(indenyl)titanium dichloride [Cl-].[Cl-].CC1=C(O[Ti+2]C2C=CC3=CC=CC=C23)C(=CC(=C1)C)C